NCCNC1=NC(=C2C(=N1)N(N=C2)C)NCC2CCN(CC2)C(C2=CC=CC=C2)=O N6-(2-aminoethyl)-N4-[(1-benzoylpiperidin-4-yl)methyl]-1-methyl-1H-pyrazolo[3,4-d]pyrimidine-4,6-diamine